benzyl (3R)-3-{2'-ethoxy-5-[(2R)-2-ethylpiperazin-1-yl]-[2,3'-bipyridine]-6-amido}pyrrolidine-1-carboxylate C(C)OC1=NC=CC=C1C1=NC(=C(C=C1)N1[C@@H](CNCC1)CC)C(=O)N[C@H]1CN(CC1)C(=O)OCC1=CC=CC=C1